Methyl (S)-3-((tert-butoxycarbonyl)amino)-3-(2'-(hex-5-en-1-yl)-6'-methyl-[1,1'-biphenyl]-3-yl)propanoate C(C)(C)(C)OC(=O)N[C@@H](CC(=O)OC)C=1C=C(C=CC1)C1=C(C=CC=C1C)CCCCC=C